CC(C)(C)P(C(C)(C)C)C(C)(C)C.CC(C)(C)P(C(C)(C)C)C(C)(C)C.[Pd] palladium (0) bis[tris(2-methylprop-2-yl)phosphane]